ONC(=O)C1=CC2=C(OCCN2CC2=C(C=CC=C2)C(F)(F)F)C=C1 N-hydroxy-4-(2-(trifluoromethyl)benzyl)-3,4-dihydro-2H-benzo[b][1,4]oxazine-6-carboxamide